(1s,2s)-2-{[2-(pyridin-4-yl)pyrido[3,4-d]pyrimidin-4-yl]amino}cyclopentan-1-ol methyl-3-(2-((tert-butyldimethylsilyl)oxy)ethoxy)-4-nitrobenzoate CC1=C(C(=O)O[C@@H]2[C@H](CCC2)NC=2C3=C(N=C(N2)C2=CC=NC=C2)C=NC=C3)C=CC(=C1OCCO[Si](C)(C)C(C)(C)C)[N+](=O)[O-]